FC1=CC2=C(SC=C2C=2C(NC(C2C2=CN(C=3C=C4C(=CC23)OCO4)C)=O)=O)C=C1 3-(5-Fluorobenzo[b]thiophen-3-yl)-4-(5-methyl-2H,5H-[1,3]dioxolo[4,5-f]indol-7-yl)-1H-pyrrole-2,5-dione